ClC=1N=C(C2=C(N1)N(C=C2)[C@H]2[C@@H]([C@@H]([C@H](C2)C2=CC=C(C=C2)O)O)O)NC (1R,2S,3R,5R)-3-[2-chloro-4-(methylamino)pyrrolo[2,3-d]pyrimidin-7-yl]-5-(4-hydroxyphenyl)cyclopentane-1,2-diol